COC1CCC(CC1)NC1=NC=C(C(=N1)NC(C)(C(C)(C)C)C)C(=O)N 2-((1r,4r)-4-methoxycyclohexylamino)-4-(2,3,3-trimethylbutan-2-ylamino)pyrimidine-5-carboxamide